Furan-3-carboxylic acid (2-pyridin-4-yl-1H-benzimidazol-5-yl)-amide N1=CC=C(C=C1)C1=NC2=C(N1)C=CC(=C2)NC(=O)C2=COC=C2